C(C)OC(=O)C=1C=NC(=NC1)NC1COC2=C1C=CC=C2Cl 2-((7-chloro-2,3-dihydrobenzofuran-3-yl)amino)pyrimidine-5-carboxylic acid ethyl ester